CC(C)(C#CCCCC)O 2-methyloct-3-yn-2-ol